6-chloro-5-(6-(dimethylamino)-2-methoxypyridin-3-yl)-N-ethoxy-1H-indole-3-carboxamide ClC1=C(C=C2C(=CNC2=C1)C(=O)NOCC)C=1C(=NC(=CC1)N(C)C)OC